5-chloro-3-((3-(piperazin-1-yl)phenyl)sulfonyl)-1H-indole ClC=1C=C2C(=CNC2=CC1)S(=O)(=O)C1=CC(=CC=C1)N1CCNCC1